C(C1=CC=CC=C1)OCCC(=O)N1CC(NC2=CC(=C(C=C12)C)C)=O 4-(3-(benzyloxy)propionyl)-6,7-dimethyl-3,4-dihydroquinoxalin-2(1H)-one